1-(Benzo[d][1,3]dioxol-5-ylmethyl)-3,4-dichloro-5-hydroxy-1,5-dihydro-2H-pyrrol-2-one O1COC2=C1C=CC(=C2)CN2C(C(=C(C2O)Cl)Cl)=O